N-[4-(3-Cyanophenyl)-5-(2,6-dimethyl-4-pyridyl)thiazol-2-yl]-8-oxa-2-azaspiro[4.5]decane-2-carboxamide C(#N)C=1C=C(C=CC1)C=1N=C(SC1C1=CC(=NC(=C1)C)C)NC(=O)N1CC2(CC1)CCOCC2